6-((2-Aminopyrimidin-5-yl)methyl)-4-methyl-2-(methylsulfinyl)-4,6-dihydro-5H-thiazolo[5',4':4,5]pyrrolo[2,3-d]pyridazin-5-one NC1=NC=C(C=N1)CN1N=CC2=C(C1=O)N(C1=C2SC(=N1)S(=O)C)C